COC1=NC(=NN2C1=C(C=C2)C=2C=CC1=C(N(N=N1)C)C2)NC2CCC1(CN(C1)C(C)=O)CC2 1-(7-((4-Methoxy-5-(1-methyl-1H-benzo[d][1,2,3]triazol-6-yl)pyrrolo[2,1-f][1,2,4]triazin-2-yl)amino)-2-azaspiro[3.5]nonan-2-yl)ethan-1-one